3-(trifluoromethyl)-5-(4,4,5,5-tetramethyl-1,3,2-dioxaborolane-2-yl)-1H-pyrrolo[2,3-b]pyridine FC(C1=CNC2=NC=C(C=C21)B2OC(C(O2)(C)C)(C)C)(F)F